3,5-di-tert-butyl-4-hydroxybenzylphosphonic acid dihexyl ester C(CCCCC)OP(OCCCCCC)(=O)CC1=CC(=C(C(=C1)C(C)(C)C)O)C(C)(C)C